benzyl 4-(((2R,3R)-3-hydroxy-1-methoxy-1-oxobutan-2-yl)carbamoyl)cyclohexanecarboxylate O[C@@H]([C@H](C(=O)OC)NC(=O)C1CCC(CC1)C(=O)OCC1=CC=CC=C1)C